1-(1-((3-(Benzofuran-2-yl)phenyl)sulfonyl)-5-(2-fluorophenyl)-1H-pyrrol-3-yl)-N-methyl-methylamine O1C(=CC2=C1C=CC=C2)C=2C=C(C=CC2)S(=O)(=O)N2C=C(C=C2C2=C(C=CC=C2)F)CNC